NC=1C(=NN(C1)C(C#N)(C)C)C 2-(4-amino-3-methyl-pyrazol-1-yl)-2-methyl-propionitrile